C(C)N(C(=O)NC=1SC(=NN1)CC1=CC(=CC=C1)F)CC(C(F)(F)F)(C)O 1-ethyl-3-[5-[(3-fluorophenyl)methyl]-1,3,4-thiadiazol-2-yl]-1-(3,3,3-trifluoro-2-hydroxy-2-methyl-propyl)urea